N-acetyl-L-valyl-N-{(2S)-1-(1,3-benzothiazol-2-yl)-1-oxo-3-[(3S)-2-oxopyrrolidin-3-yl]propan-2-yl}-4,4-dimethyl-L-prolinamide C(C)(=O)N[C@@H](C(C)C)C(=O)N1[C@@H](CC(C1)(C)C)C(=O)N[C@H](C(=O)C=1SC2=C(N1)C=CC=C2)C[C@H]2C(NCC2)=O